4-chloro-5-nitro-1-p-toluenesulfonyl-1H-pyrrolo[2,3-b]Pyridine ClC1=C2C(=NC=C1[N+](=O)[O-])N(C=C2)S(=O)(=O)C2=CC=C(C)C=C2